N-(4-(vinylthio)phenyl)acetamide C(=C)SC1=CC=C(C=C1)NC(C)=O